C=C1C(C=CC2=CC=CC=C12)CN α-methylenenaphthylmethylamine